4-(6-((1S,4S,5R)-4-hydroxy-2-((6-methoxypyridin-3-yl)methyl)-2,6-diazabicyclo[3.2.0]heptan-6-yl)pyridin-3-yl)-6-(1-methyl-1H-pyrazol-4-yl)pyrazolo[1,5-a]pyridine-3-carbonitrile O[C@H]1CN([C@H]2CN([C@@H]12)C1=CC=C(C=N1)C=1C=2N(C=C(C1)C=1C=NN(C1)C)N=CC2C#N)CC=2C=NC(=CC2)OC